2-Chloro-5-((R)-9-((R*)-1-(3-(difluoromethoxy)phenyl)ethyl)-3-methyl-10-oxo-1,2,3,4,7,8,9,10-octahydropyrido[4',3':3,4]pyrazolo[1,5-a]pyrazine-2-carbonyl)benzonitrile ClC1=C(C#N)C=C(C=C1)C(=O)N1CC=2C(=NN3C2C(N(CC3)[C@H](C)C3=CC(=CC=C3)OC(F)F)=O)C[C@H]1C |o1:22|